C(C1=CC=CC=C1)O[C@H]1C(O)(O[C@@H]([C@H]([C@@H]1OCC1=CC=CC=C1)OCC1=CC=CC=C1)COCC1=CC=CC=C1)[2H] 2,3,4,6-tetra-O-benzyl-α,β-D-glucopyranose-1-d1